1,1'-bis(di-t-butylphosphino)ferrocene palladium chloride [Pd](Cl)Cl.C(C)(C)(C)P([C-]1C=CC=C1)C(C)(C)C.[C-]1(C=CC=C1)P(C(C)(C)C)C(C)(C)C.[Fe+2]